C(C)OC=1C=C(C(=O)NC2COC2)C=CC1 3-ethoxy-N-(oxetan-3-yl)benzamide